N1N=CC=C1C(=O)NCCCCN1C(=NC2=C1C=CC(=C2)C(=O)N)NC(=O)C2=CC(=NN2CC)C 1-(4-(1H-Pyrazole-5-carboxamido)butyl)-2-(1-ethyl-3-methyl-1H-pyrazole-5-carboxamido)-1H-Benzo[d]imidazole-5-carboxamide